(R)-1-(5-(1-benzyl-1H-pyrazol-4-yl)-1-methyl-2-oxo-1,2-dihydro-pyridin-4-yl)pyrrolidine-3-carboxylic acid C(C1=CC=CC=C1)N1N=CC(=C1)C=1C(=CC(N(C1)C)=O)N1C[C@@H](CC1)C(=O)O